5-((diphenylmethylene)amino)-2-isopropylthiazole-4-carboxylic acid ethyl ester C(C)OC(=O)C=1N=C(SC1N=C(C1=CC=CC=C1)C1=CC=CC=C1)C(C)C